O[C@H](CC)C1=CC(=C(C=N1)C=1C2=C(C3=C(N=C(S3)NC(=O)C3CC3)C1)NC=N2)C (R)-N-(5-(6-(1-hydroxypropyl)-4-methylpyridin-3-yl)-8H-imidazo[4',5':3,4]benzo[1,2-d]thiazol-2-yl)cyclopropanecarboxamide